COC1=CC=C(C2=CC=CC=C12)C1=NC(=NC(=N1)C(Cl)(Cl)Cl)C(Cl)(Cl)Cl 2-(4'-methoxynaphthyl)-4,6-bis(trichloromethyl)s-triazine